N-((1-(2,5-difluorophenyl)-1,2,3,4-tetrahydroquinolin-3-yl)methyl)acrylamide FC1=C(C=C(C=C1)F)N1CC(CC2=CC=CC=C12)CNC(C=C)=O